Methyl (E)-6-((tert-butoxycarbonyl)amino)-2,2-dimethyl-4-oxo-3,8-dioxa-5,7-diazadodec-5-en-12-oate C(C)(C)(C)OC(=O)N\C(=N/C(OC(C)(C)C)=O)\NOCCCC(=O)OC